ethyl 2-[2-[tert-butyl(dimethyl)silyl]oxyethyl]-5-ethoxy-pyrazole-3-carboxylate [Si](C)(C)(C(C)(C)C)OCCN1N=C(C=C1C(=O)OCC)OCC